4-Cinnamyl-2-((E-Z)-2-isocyanovinyl)phenol C(C=CC1=CC=CC=C1)C1=CC(=C(C=C1)O)\C=C\[N+]#[C-]